CSOC1=CC=CC=C1 O-(METHYLTHIO)PHENOL